FC1=C(C2=C(C(=N1)OC)N=C(S2)NC(C2=CC=CC=C2)=O)C2CCO2 N-[6-fluoro-4-methoxy-7-(oxetan-4-yl)-[1,3]thiazolo[4,5-c]pyridin-2-yl]benzamide